2,6-dibromomethyl-4,4'-dimethylbiphenyl BrCC1=C(C(=CC(=C1)C)CBr)C1=CC=C(C=C1)C